methoxy-6-phenyl-5a,6,7,8-tetrahydro-8aH-cyclopenta[4,5]furo[3,2-c]pyridine-8,8a-diol COC1=NC=CC2=C1C1(C(O2)C(CC1O)C1=CC=CC=C1)O